2-amino-6-(1-methylcyclohexyl)-pyrimidin-4-ol NC1=NC(=CC(=N1)O)C1(CCCCC1)C